4-chloro-N-(3-methyl-5-(phenylethynyl)pyridin-2-yl)-1-(1-propionylpyrrolidin-3-yl)-1H-pyrazole-5-carboxamide ClC=1C=NN(C1C(=O)NC1=NC=C(C=C1C)C#CC1=CC=CC=C1)C1CN(CC1)C(CC)=O